N=1N=C(N2C1C=CC=C2)COC=2C=CC(=C1CCN([C@@H](C21)CN2C(CCC2)=O)C(=O)[C@H]2[C@H](CCCC2)C(=O)O)Cl (1S,2R)-2-((S)-8-([1,2,4]Triazolo[4,3-a]pyridin-3-ylmethoxy)-5-chloro-1-((2-oxopyrrolidin-1-yl)methyl)-1,2,3,4-tetrahydro-isoquinoline-2-carbonyl)cyclohexane-1-carboxylic acid